ClC1=NC(=CC(=N1)N1CCN(CC1)C(=O)OCC1=CC=CC=C1)C(=O)N1C(CCC2=CC=CC=C12)C benzyl 4-[2-chloro-6-(2-methyl-3,4-dihydro-2H-quinoline-1-carbonyl)pyrimidin-4-yl]piperazine-1-carboxylate